methyl (3S)-3-amino-2-hydroxy-4-[(3S)-2-oxopyrrolidin-3-yl]butanoate hydrochloride Cl.N[C@H](C(C(=O)OC)O)C[C@H]1C(NCC1)=O